(2S,2'S)-N,N'-6,11-dihydro-5H-benzo[a]carbazole-3,8-diylbis{1-[(2R)-2-(dimethylamino)-2-phenylacetyl]pyrrolidine-2-carboxamide} C1=CC(=CC2=C1C=1NC3=CC=C(C=C3C1CC2)NC(=O)[C@H]2N(CCC2)C([C@H](N(C)C)C2=CC=CC=C2)=O)NC(=O)[C@H]2N(CCC2)C([C@@H](C2=CC=CC=C2)N(C)C)=O